S-(14-(1,3-Dioxoisoindolin-2-yl)tetradecyl) ethanethioate C(C)(SCCCCCCCCCCCCCCN1C(C2=CC=CC=C2C1=O)=O)=O